BrC=1C=C2C=NNC2=CC1OC(F)F 5-bromo-6-(difluoromethoxy)-1H-indazole